COC(=O)C=1C=C2C(=NC1N1CCOCC1)COC2C 5-methyl-2-morpholino-5,7-dihydrofuro[3,4-b]pyridine-3-carboxylic acid methyl ester